2-oxa-6-azaspiro[3.3]heptane (R)-tert-butyl-3-(((3-bromo-6-(methoxycarbonyl)pyridin-2-yl)oxy)methyl)piperazine-1-carboxylate C(C)(C)(C)OC(=O)N1C[C@@H](NCC1)COC1=NC(=CC=C1Br)C(=O)OC.C1OCC12CNC2